ICCC1OC(OC1C)=O 4-iodoethyl-5-methyl-1,3-dioxolan-2-one